C(C1=CC=CC=C1)N1N=C(C(=C1)F)C(=O)N[C@@H]1CCC2=C(N(C1=O)C)C=NN2C (R)-1-benzyl-N-(1,4-dimethyl-5-oxo-1,4,5,6,7,8-hexahydropyrazolo[4,3-b]azepin-6-yl)-4-fluoro-1H-pyrazole-3-carboxamide